ClC1=C(C=C(C=C1C(F)(F)F)C)NC(CN1C=2N(C(C(=C1CC)N1CCNCC1)=O)N=C(N2)C=2CCOCC2)=O N-(2-chloro-5-methyl-3-(trifluoromethyl)phenyl)-2-(2-(3,6-dihydro-2H-pyran-4-yl)-5-ethyl-7-oxo-6-(piperazin-1-yl)-[1,2,4]triazolo[1,5-a]pyrimidin-4(7H)-yl)acetamide